C(=O)C1=C(SC=C1)C1=NC=C(C(=N1)C)O[C@@H]1C[C@H](CCC1)C(=O)OC methyl (1S,3S)-3-((2-(3-formylthiophen-2-yl)-4-methylpyrimidin-5-yl)oxy)cyclohexane-1-carboxylate